(trans)-3-(tert-butyldimethylsilyloxy)cyclobutanol Methyl-(1s,3s)-3-((6-(5-methyl-1,2,4-oxadiazol-3-yl)quinazolin-4-yl)amino)cyclobutane-1-carboxylate CC1(CC(C1)NC1=NC=NC2=CC=C(C=C12)C1=NOC(=N1)C)C(=O)O[C@@H]1C[C@H](C1)O[Si](C)(C)C(C)(C)C